N1=C(C=CC=C1)C=O (pyridine-2-yl)methanone